3-amino-2-methylpropyl(dodecanoxy)tetradecanoxy-(hexadecanoxy)silane NCC(C[SiH](OCCCCCCCCCCCCCCCC)OCCCCCCCCCCCCCCOCCCCCCCCCCCC)C